(±)-methyl lactate C([C@H](O)C)(=O)OC |r|